OC1(CN(C1)C)CN1CC2=C3C(=CC=C2CC1)NC(=C3)C=O {2-[(3-hydroxy-1-methylazetidin-3-yl)methyl]-2,3,4,7-tetrahydro-1H-pyrrolo[2,3-H]isoquinolin-8-yl}methanone